[Li].FNS(=O)(=O)C(C(F)(F)F)(F)F.FNS(=O)(=O)C(C(F)(F)F)(F)F bishexafluoroethanesulfonamide lithium salt